2-(3,7-Dimethyloctyl)-5-(trifluoromethyl)benzene-1,3-diol CC(CCC1=C(C=C(C=C1O)C(F)(F)F)O)CCCC(C)C